CC1=C(C(=O)P(C2=CC=CC=C2)(C2=CC=CC=C2)=O)C(=CC(=C1)C)C (2,4,6-trimethyl)benzoyl-diphenyl-phosphine oxide